{2-[({8-[(2,6-dimethylbenzyl)amino]-2,3-dimethylimidazo[1,2-a]pyridin-6-yl}carbonyl)-amino]ethoxy}-5-oxopentanoic acid CC1=C(CNC=2C=3N(C=C(C2)C(=O)NCCOC(C(=O)O)CCC=O)C(=C(N3)C)C)C(=CC=C1)C